(R)-3-(4-((E)-4-((S)-3-chloro-2-hydroxypropoxy)styryl)phenoxy)propane-1,2-diol ClC[C@H](COC1=CC=C(/C=C/C2=CC=C(OC[C@@H](CO)O)C=C2)C=C1)O